C(C)(=O)OC(C=C)=O Acetylacrylate